[C@H]12OC[C@H](N(C1)CCN1C(C(=C(C3=CC=CN=C13)O)C(=O)NC1CCC(CC1)C)=O)C2 1-(2-((1R,4R)-2-oxa-5-azabicyclo[2.2.1]heptan-5-yl)ethyl)-4-hydroxy-N-((1s,4S)-4-methylcyclohexyl)-2-oxo-1,2-dihydro-1,8-naphthyridine-3-carboxamide